2-(1-Chloro-3-methyl-6-{4-[(1R,3S,4S)-2-azabicyclo[2.2.2]octane-3-carbonyl]piperazin-1-yl}imidazo[1,5-a]pyridin-8-yl)-N-ethyl-5-fluoro-N-(isopropyl)benzamide ClC=1N=C(N2C1C(=CC(=C2)N2CCN(CC2)C(=O)[C@H]2NC1CCC2CC1)C1=C(C(=O)N(C(C)C)CC)C=C(C=C1)F)C